N-(3-(dimethylamino)benzyl)-N-(3-methoxybenzyl)-5-(2-(2-(3-methoxyphenoxy)ethoxy)ethoxy)pyridin-2-amine CN(C=1C=C(CN(C2=NC=C(C=C2)OCCOCCOC2=CC(=CC=C2)OC)CC2=CC(=CC=C2)OC)C=CC1)C